C1(=CC=CC=C1)S(=O)(=O)N1C=CC=2C1=NC=C(C2NC2CC(C2)O[Si](C)(C)C(C)(C)C)N 1-(Benzenesulfonyl)-N4-[3-[tert-butyl(dimethyl)silyl]oxycyclobutyl]pyrrolo[2,3-b]pyridine-4,5-diamine